8-Chloro-2-(2,6-dichlorophenyl)-3-methyl-9-(1-methyl-1H-pyrazol-4-yl)imidazo[2,1-f][1,6]naphthyridine ClC1=NC=2C=CN3C(C2C=C1C=1C=NN(C1)C)=NC(=C3C)C3=C(C=CC=C3Cl)Cl